OCC1=C2C(=C(C(=NC2=CC=C1)C1=CC=CC=C1)C#N)NC1=CC=C(C=C1)OC1=CC=NC=C1 hydroxymethyl(phenyl)-4-((4-(pyridin-4-yloxy)phenyl)amino)quinoline-3-carbonitrile